ClC1=CC2=C(N(C(N=C2N2[C@H](CN(CC2)C(C=C)=O)C)=O)C2=C(C=CC=C2)C(C)(C)C)N=C1C1=C(C=CC=C1O)F 6-chloro-7-(2-fluoro-6-hydroxyphenyl)-1-(2-(2-methyl-2-propanyl)phenyl)-4-((2S)-2-methyl-4-(2-propenoyl)-1-piperazinyl)pyrido-[2,3-d]pyrimidin-2(1H)-one